FC1=C(C=C(C=C1)C1CC(N(C1)C)=O)[N+](=O)[O-] 4-(4-fluoro-3-nitrophenyl)-1-methylpyrrolidin-2-one